5-chloropyrazolo[1,5-a]pyrimidin ClC1=NC=2N(C=C1)N=CC2